(3R)-3-(2-(3-oxa-8-azabicyclo[3.2.1]oct-8-yl)-6-(7-methyl-5H-pyrrolo[2,3-b]pyrazin-2-yl)-1,2,3,4-tetrahydroisoquinolin-8-yl)morpholine-4-carboxylic acid tert-butyl ester C(C)(C)(C)OC(=O)N1[C@@H](COCC1)C=1C=C(C=C2CCN(CC12)N1C2COCC1CC2)C=2N=C1C(=NC2)NC=C1C